N1CC(C1)CN1CCN(CC1)C=1C=NC(=NC1)N1C[C@H](OCC1)CN1N=NC=2C1=NC=C(N2)C=2C=NN(C2)C (2S)-4-(5-{4-[(azetidin-3-yl)methyl]piperazin-1-yl}pyrimidin-2-yl)-2-{[5-(1-methyl-1H-Pyrazol-4-yl)-1H-[1,2,3]triazolo[4,5-b]pyrazin-1-yl]methyl}morpholine